OC1=C(C=C(C=C1C(C)(C)C)CCOC(C=C)=O)N1N=C2C(=N1)C=CC=C2 2-[2-hydroxy-3-t-butyl-5-(acryloyloxyethyl)phenyl]-2H-Benzotriazole